2-Chloro-8-methyl-N-(4-nitrophenethyl)chinolin-4-amin ClC1=NC2=C(C=CC=C2C(=C1)NCCC1=CC=C(C=C1)[N+](=O)[O-])C